C1=CC=CC23C#CCCC45C(C21S3)(C=CC=C4)S5 Dibenzocyclooctyne-disulfide